C(C)(C)(C)OC(=O)NCCCCCOCC(=O)OCC ethyl 2-[(5-{[(tert-butoxy)carbonyl]amino}pentyl)oxy]acetate